bromomethyltrisilane BrC[SiH2][SiH2][SiH3]